S-Methyl methanesulfinothioate CS(SC)=O